BrC=1C=C(C(=C(C1)C(=O)N1CCCCC1)N[C@H]1CN(CCC1)CC1=CN=CC=C1)[N+](=O)[O-] (R)-(5-bromo-2-((1-nicotinyl-piperidin-3-yl)amino)-3-nitrophenyl)(piperidin-1-yl)methanone